[phenyl(biphenylyl)triazinyl](phenyldibenzofuranyl)biphenyl methyl-(2S)-2-{[(tert-butoxy)carbonyl]amino}-3-[(3S)-2-oxopyrrolidin-3-yl]-propanoate COC([C@H](C[C@H]1C(NCC1)=O)NC(=O)OC(C)(C)C)=O.C1(=CC=CC=C1)C1=C(C(=NN=N1)C=1C(=C(C=CC1)C1=CC=CC=C1)C1=C(C=CC=2OC3=C(C21)C=CC=C3)C3=CC=CC=C3)C3=C(C=CC=C3)C3=CC=CC=C3